C(CCC)OC=1C=C(C=CC1)CCC[C@H](C(=O)OC)OS(=O)(=O)C(F)(F)F methyl (2R)-5-(3-butoxy-phenyl)-2-[(trifluoromethanesulfonyl)oxy]pentanoate